7-{4-(dimethylamino)phenoxy}chroman-4-amine CN(C1=CC=C(OC2=CC=C3C(CCOC3=C2)N)C=C1)C